4-{[9-chloro-7-(5-fluoroindol-1-yl)-3,5-dihydro-2H-1,4-benzoxazepin-4-yl]methyl}-1H-pyridin-2-one ClC1=CC(=CC=2CN(CCOC21)CC2=CC(NC=C2)=O)N2C=CC1=CC(=CC=C21)F